tetracosen C=CCCCCCCCCCCCCCCCCCCCCCC